1-[(2,4-difluorophenyl)methyl]-3-[(1-methyl-1H-indol-5-yl)methyl]-1-(1-methylpiperidin-4-yl)urea FC1=C(C=CC(=C1)F)CN(C(=O)NCC=1C=C2C=CN(C2=CC1)C)C1CCN(CC1)C